C(#N)[C@@]1(COCC2=CC=C(C=C12)C(=O)NCC1=NC=CC(=C1)[C@H]1[C@@H](C1)C1=CC=CC=C1)C (4R)-4-cyano-4-methyl-N-[[4-[(1R,2R)-2-phenylcyclopropyl]-2-pyridyl]methyl]isochromane-6-carboxamide